5-(3,5-Difluoropyridin-2-yl)-1-ethylpyrazole-4-carboxylic acid ethyl ester C(C)OC(=O)C=1C=NN(C1C1=NC=C(C=C1F)F)CC